6,6,9-trimethyl-3-pentyl-2-(pyrimidin-4-yl)-6H-benzo[c]chromen-1-ol CC1(OC=2C=C(C(=C(C2C2=C1C=CC(=C2)C)O)C2=NC=NC=C2)CCCCC)C